3-(5,6-dihydro-8H-imidazo[2,1-c][1,4]oxazin-2-yl)-4-fluoro-N-(4-methoxybenzyl)-N-Methylbenzenesulfonamide N=1C(=CN2C1COCC2)C=2C=C(C=CC2F)S(=O)(=O)N(C)CC2=CC=C(C=C2)OC